5-(2-Fluoro-6-methoxyphenyl)indolin-2-one FC1=C(C(=CC=C1)OC)C=1C=C2CC(NC2=CC1)=O